(1S,2S)-N-[7-chloro-6-[4-((3S,4S)-4-hydroxy-3-methyl-tetrahydrofuran-3-yl)piperazin-1-yl]-3-isoquinolinyl]-2-cyano-cyclobutanecarboxamide ClC1=C(C=C2C=C(N=CC2=C1)NC(=O)[C@@H]1[C@H](CC1)C#N)N1CCN(CC1)[C@]1(COC[C@H]1O)C